FC=1C(=NC(=NC1)NC=1C=NC(=CC1)OC)NC1CN(CC1)C(C=C)=O 1-(3-(5-fluoro-2-(6-methoxypyridin-3-ylamino)pyrimidin-4-ylamino)pyrrolidin-1-yl)prop-2-en-1-one